1-[(6RS)-2-[2-fluoro-4-(trifluoromethyl)phenyl]-6-methyl-3-(pyridin-4-yl)-6,7-dihydropyrazolo[1,5-a]pyrazin-5(4H)-yl]prop-2-en-1-one FC1=C(C=CC(=C1)C(F)(F)F)C1=NN2C(CN([C@@H](C2)C)C(C=C)=O)=C1C1=CC=NC=C1 |r|